C(C)(C)(C)OC(NC1=CC(=C(C=C1)F)C(NC1=CC(=CC=C1)C(F)(F)F)=O)=O [4-fluoro-3-(3-trifluoromethylphenylcarbamoyl)phenyl]carbamoic acid t-butyl ester